O1[C@@H]([C@@](O)(C(=O)C=2C(O)=CC(O)=CC12)CC(=O)[O-])C1=CC(O)=C(O)C=C1 dihydroquercetin-3-acetate